N,N-dimethylproline C[N+]1(CCC[C@H]1C(=O)[O-])C